C1(CC1)C1=CC=C(C=C1)N1N=C2CC(NC[C@H]3C2=C1CCN3C(=O)OC(C)(C)C)=O |o1:16| tert-butyl (R or S)-2-(4-cyclopropylphenyl)-8-oxo-2,3,4,5a,6,7,8,9-octahydro-5H-1,2,5,7-tetraazabenzo[cd]azulene-5-carboxylate